FC1=CN=C2N1C=C(C=C2)C2=CNC=1N=C(N=C(C12)OC)NC1CC(C1)(C(=O)N(C)C)C 3-((5-(3-fluoroimidazo[1,2-a]pyridin-6-yl)-4-methoxy-7H-pyrrolo[2,3-d]pyrimidin-2-yl)amino)-N,N,1-trimethylcyclobutane-1-carboxamide